(1R,3S)-ethyl 3-(1-(3,4-dichlorobenzyl)-3,7-dimethyl-2,6-dioxo-2,3,6,7-tetrahydro-1H-purin-8-ylamino)cyclopentanecarboxylate ClC=1C=C(CN2C(N(C=3N=C(N(C3C2=O)C)N[C@@H]2C[C@@H](CC2)C(=O)OCC)C)=O)C=CC1Cl